C[C@H]1[C@@H]([C@H]([C@H]([C@@H](O1)O[C@H]2[C@@H]([C@H](O[C@H]([C@@H]2O)OCCS(=O)CCCCC(=O)N(CCNC(=O)CCC(=O)N)CCNC(=O)CCC(=O)NCCN(CCNC(=O)CCC(=O)NCCN(CCNC(=O)CCC(=O)NCCN(CCNC(=O)CCC(=O)NCCN(CCNC(=O)CNC(=O)[C@@H]3CCCN3C(=O)[C@H](CO)NC(=O)[C@H](CC4=CC=C(C=C4)O)NC(=O)[C@H](C)NC(=O)[C@@H]5CCCN5C(=O)[C@H](CCCNC(=N)N)NC(=O)[C@H](CC(=O)N)NC(=O)[C@H](CC6=CC=C(C=C6)O)NC(=O)[C@H](CO)NC(=O)[C@H](CC(=O)N)NC(=O)[C@H](CC7=CNC=N7)NC(=O)[C@H](C(C)C)NC(=O)[C@H](C(C)C)NC(=O)[C@H](CCC(=O)N)NC(=O)[C@H](CC8=CC=CC=C8)NC(=O)[C@H](CC(C)C)NC(=O)[C@H](CC(=O)N)N)C(=O)CCCCS(=O)CCO[C@H]9[C@@H]([C@H]([C@@H]([C@H](O9)CO)O)O[C@H]1[C@@H]([C@@H]([C@H]([C@@H](O1)C)O)O)O)O)C(=O)CCCCS(=O)CCO[C@H]1[C@@H]([C@H]([C@@H]([C@H](O1)CO)O)O[C@H]1[C@@H]([C@@H]([C@H]([C@@H](O1)C)O)O)O)O)C(=O)CCCCS(=O)CCO[C@H]1[C@@H]([C@H]([C@@H]([C@H](O1)CO)O)O[C@H]1[C@@H]([C@@H]([C@H]([C@@H](O1)C)O)O)O)O)C(=O)CCCCS(=O)CCO[C@H]1[C@@H]([C@H]([C@@H]([C@H](O1)CO)O)O[C@H]1[C@@H]([C@@H]([C@H]([C@@H](O1)C)O)O)O)O)CO)O)O)O)O The molecule is a carbohydrate-functionalised sequence-defined oligo(amidoamine) in which an Asn-Leu-Phe-Gln-Val-Val-His-Asn-Ser-Tyr-Asn-Arg-Pro-Ala-Tyr-Ser-Pro-Gly amino acid sequence is linked via its terminal glycine residue to the amino group at C-1 of a 54-amino-7,10,18,21,29,32,40,43,51,54-decaoxo-3,6,11,14,17,22,25,28,33,36,39,44,47,50-tetradecaazatetrapentacont-1-ylamino chain, to the -NH- groups at positions 3, 14, 25, 36 and 47 of which are also linked alpha-L-rhamnosyl-(1->3)-beta-D-glucosyloxy disaccharide units via 5-(ethylsulfinyl)pentanoyl chains.